NC1=NC=CC(=C1)NC=1C=C(C=CC1)NC(C1=CC=C(C=C1)NC1=CC=NC=C1)=O N-(3-(2-aminopyridin-4-ylamino)phenyl)-4-(pyridin-4-ylamino)benzamide